F[P-](F)(F)(F)(F)F.N1(N=NC2=C1C=CC=C2)O[P+](N(C)C)(N(C)C)N(C)C (1H-benzotriazol-1-yloxy)[tris(dimethylamino)]phosphonium hexafluorophosphate